C(C)N1C(C=CC2=CC=CC=C12)P(OC)(OC)=O Dimethyl (1-ethyl-1,2-dihydroquinolin-2-yl)phosphonate